FC1=CC=C(CN2C=3N(C(N(C(C3N=C2SCCC(=O)O)=O)C)=O)C)C=C1 3-{[9-(4-fluorobenzyl)-1,3-dimethyl-2,6-dioxo-2,3,6,9-tetrahydro-1H-purin-8-yl]sulfanyl}propanoic acid